3,5-difluoro-4-carboxyphenylboronic acid FC=1C=C(C=C(C1C(=O)O)F)B(O)O